[Li].[Mn].[Co].[Ni].[F] fluorine nickel-cobalt-manganese-lithium